C1(C(CCCC1)C(=O)OCCCCCCC(C)C)C(=O)OCCCCCCC(C)C Diisononyl 1,2-cyclohexanedicarboxylate